tert-butyl (R)-3-chloro-1,4,5-trimethyl-2-oxo-5,7-dihydropyrrolo[3,4-b]pyridine-6-carboxylate ClC1=C(C2=C(N(C1=O)C)CN([C@@H]2C)C(=O)OC(C)(C)C)C